C(C1=CC=CC=C1)(=O)C1=CC=C(C=C1)C=1C=CC=C2C3=CC=CC=C3OC12 6-(4-benzoylphenyl)-8-oxatricyclo[7.4.0.02,7]trideca-1(13),2,4,6,9,11-hexaene